NC1=NC=NN2C1=C(C=C2C=2C=CC(=C(C(=O)N[C@@H]1CN(C[C@@H]1F)C(C1=C(C=CC=C1)F)=O)C2)C)CN2CCC(CC2)(F)F 5-{4-amino-5-[(4,4-difluoropiperidin-1-yl)methyl]pyrrolo[2,1-f][1,2,4]triazin-7-yl}-N-[(3R,4S)-4-fluoro-1-(2-fluorobenzoyl)pyrrolidin-3-yl]-2-methylbenzamide